NC1=CC=NC(=C1)C1=C(C(=CC=C1)Cl)Cl 4-amino-6-(2,3-dichlorophenyl)pyridine